N2-[4-[4-(azetidin-3-ylmethyl)piperazin-1-yl]phenyl]-N4-[2-(6-methyl-2-pyridyl)pyrimidin-4-yl]pyrimidine-2,4-diamine N1CC(C1)CN1CCN(CC1)C1=CC=C(C=C1)NC1=NC=CC(=N1)NC1=NC(=NC=C1)C1=NC(=CC=C1)C